(Z)-1-(4-amino-2-fluoro-but-2-en-1-yl)-2-methyl-4-(3-(N-methylsulfamoyl)phenyl)-1H-benzo[d]imidazole-6-carboxylic acid methyl ester hydrochloride Cl.COC(=O)C=1C=C(C2=C(N(C(=N2)C)C/C(=C/CN)/F)C1)C1=CC(=CC=C1)S(NC)(=O)=O